C(#N)C1=CNC2=C(C=CC(=C12)C)NS(=O)(=O)C=1C=NN(C1)CCC(C)(C)O N-(3-Cyano-4-methyl-1H-indol-7-yl)-1-(3-hydroxy-3-methyl-butyl)pyrazol-4-sulfonamid